CC1=NN(C2=CC=C(C=C12)C)C/C=C/[C@H]1NCCC[C@@H]1O (2R,3S)-2-((E)-3-(3,5-dimethyl-1H-indazol-1-yl)prop-1-enyl)piperidin-3-ol